N1=NC=C2C1=NC1=CC=C(C=C21)C(=O)O pyrazolo[3,4-b]indole-5-carboxylic acid